pyridin-4-yl-(2-(2-(trifluoromethyl)oxiran-2-yl)-1-trityl-1H-imidazol-4-yl)methanone N1=CC=C(C=C1)C(=O)C=1N=C(N(C1)C(C1=CC=CC=C1)(C1=CC=CC=C1)C1=CC=CC=C1)C1(OC1)C(F)(F)F